C(C)N1C2=C(C=CC1=O)N(C=C2C2=NC(=NC(=C2)OC2CCC(CC2)C(F)(F)F)C([2H])([2H])[2H])COCC[Si](C)(C)C rel-4-ethyl-3-[2-(2H3)methyl-6-{[(1r,4r)-4-(trifluoromethyl)cyclohexyl]oxy}pyrimidin-4-yl]-1-{[2-(trimethylsilyl)ethoxy]methyl}-1H,4H,5H-pyrrolo[3,2-b]pyridin-5-one